3-[5-(4-chlorophenyl)thiazol-2-yl]Bicyclo[1.1.1]Pentane-1-amine ClC1=CC=C(C=C1)C1=CN=C(S1)C12CC(C1)(C2)N